1-((2R,5S)-4-(6-chloro-7-(1,6-dimethyl-1H-indazol-7-yl)-8-fluoro-2-(((R)-1-methylpyrrolidin-3-yl)methoxy)quinazolin-4-yl)-2,5-dimethylpiperazin-1-yl)prop-2-en-1-one ClC=1C=C2C(=NC(=NC2=C(C1C=1C(=CC=C2C=NN(C12)C)C)F)OC[C@H]1CN(CC1)C)N1C[C@H](N(C[C@@H]1C)C(C=C)=O)C